diisopropylcarbodiimide C(C)(C)N=C=NC(C)C